C(C)(C)(C)OC(NCCSC1=NON=C1C1=NOC(N1C1=CC(=C(C=C1)F)Br)=O)=O Tert-butyl(2-((4-(4-(3-bromo-4-fluorophenyl)-5-oxo-4,5-dihydro-1,2,4-oxadiazol-3-yl)-1,2,5-oxadiazol-3-yl)thio)ethyl)carbamate